1-[5-(5-chloro-2-methoxypyridin-4-yl)-1H-pyrazole-3-carbonyl]-N-[(6-oxo-1,6-dihydropyrimidin-2-yl)methyl]piperidine-4-carboxamide ClC=1C(=CC(=NC1)OC)C1=CC(=NN1)C(=O)N1CCC(CC1)C(=O)NCC=1NC(C=CN1)=O